(4-(((4-(3-chloro-4-(2-chloroethoxy)-5-cyanophenyl)-3,4-dihydro-2H-benzo[b][1,4]oxazin-7-yl)oxy)methyl)pyrimidin-2-yl)methanesulfonamide ClC=1C=C(C=C(C1OCCCl)C#N)N1C2=C(OCC1)C=C(C=C2)OCC2=NC(=NC=C2)CS(=O)(=O)N